2-[2-(4-methylcyclohexyl)propane-2-yloxy]ethanol CC1CCC(CC1)C(C)(C)OCCO